1-(4-(trifluoromethyl)phenyl)propan-1-ol FC(C1=CC=C(C=C1)C(CC)O)(F)F